6-[5-(difluoromethyl)-1,3,4-oxadiazol-2-yl]-2-[(1R*,2R*)-1-(5-fluoropyridin-2-yl)-2-(6-fluoropyridin-2-yl)-2-hydroxyethyl]-2,3-dihydro-1H-isoindol-1-one FC(C1=NN=C(O1)C1=CC=C2CN(C(C2=C1)=O)[C@@H]([C@@H](O)C1=NC(=CC=C1)F)C1=NC=C(C=C1)F)F |o1:17,18|